N-(1-(5-fluoro-2-(2-methoxyethoxy)phenyl)ethyl)-3-(1-(tetrahydro-2H-pyran-4-yl)-1H-pyrazol-4-yl)pyrazolo[1,5-a]pyrimidin-5-amine FC=1C=CC(=C(C1)C(C)NC1=NC=2N(C=C1)N=CC2C=2C=NN(C2)C2CCOCC2)OCCOC